(5-bromopyrazin-2-yl)amine BrC=1N=CC(=NC1)N